C(#N)C=1C=C2C(C(=CN(C2=CC1N1CC2=CC=CC(=C2C1)F)C=1C=NC=CC1)C(=O)O)=O 6-cyano-7-(4-fluoroisoindolin-2-yl)-4-oxo-1-(pyridin-3-yl)-1,4-dihydroquinoline-3-carboxylic acid